CC(C)OC(C(C)OS(=O)(=O)C)=O 2-(methylsulfonyloxy)propionic acid 2-propanyl ester